3-methylphenoxy-propane-1,2-diol CC=1C=C(OC(C(C)O)O)C=CC1